CS[C@H]1[C@H](NC1)CO ((2R,3R)-3-(methylthio)azetidin-2-yl)methanol